FC1=C2C(=NC=C1)OCC=1C(C2)=C(C=CC1)C#N 4-fluoro-5,10-dihydrobenzo[5,6]oxepino[2,3-b]pyridine-6-carbonitrile